C(C)(C)(C)OC(=O)N1C[C@@H]([C@H](CC1)N1N=CC(=C1)[N+](=O)[O-])F (3S,4S)-3-fluoro-4-(4-nitro-1H-pyrazol-1-yl)piperidine-1-carboxylic acid tert-butyl ester